N-octadecenyl-2-(3-methoxy-4-(tert-butylcarbonyloxy)-phenyl)-7-methoxy-3,5-bis-(tert-butylcarbonyloxy)-quinolin-4-one C(=CCCCCCCCCCCCCCCCC)N1C(=C(C(C2=C(C=C(C=C12)OC)OC(=O)C(C)(C)C)=O)OC(=O)C(C)(C)C)C1=CC(=C(C=C1)OC(=O)C(C)(C)C)OC